(1R,2R,5R)-N-ethyl-5-methyl-2-(prop-1-en-2-yl)cyclohexanecarboxamide S-ethylthiocarbonate C(C)S=C(O)O.C(C)NC(=O)[C@H]1[C@@H](CC[C@H](C1)C)C(=C)C